C(C)(C)(C)OC(=O)N1C(CCC1)C1=CC(=C(C=C1)C=1N=C2SC3=C(N2C1)C=C(C(=C3)C(=O)O)OCCOC)F 2-(4-(1-(tert-butoxycarbonyl)pyrrolidin-2-yl)-2-fluorophenyl)-6-(2-methoxyethoxy)benzo[d]imidazo[2,1-b]thiazole-7-carboxylic acid